1-(1-Methylindolin-4-yl)-5-(trifluoromethyl)-1H-pyrazole-4-carboxylic acid ethyl ester C(C)OC(=O)C=1C=NN(C1C(F)(F)F)C1=C2CCN(C2=CC=C1)C